N(S(=O)(=O)C(F)(F)F)S(=O)(=O)C(F)(F)F.[La] lanthanum triflimide